CC1=C(OC=2CCC3=CN(N=C3C21)CC2CCOCC2)C(=O)NC[C@H]2OCCC2 8-methyl-2-[(oxan-4-yl)methyl]-N-{[(2S)-oxolan-2-yl]methyl}-4,5-dihydro-2H-furo[2,3-g]indazole-7-carboxamide